C1(CC1)C1=CC(=C(OC2CN(C2)C(=O)N2C[C@H](CC2)C2=NN=CN2)C=C1)F [3-(4-cyclopropyl-2-fluoro-phenoxy)azetidin-1-yl]-[(3S)-3-(4H-1,2,4-triazol-3-yl)pyrrolidin-1-yl]methanone